O=S1(NC2(CN(C2)C(=O)N2CC3(C2)CC(C3)CC3=NC=C(C=C3F)C(F)(F)F)COC1)=O (6,6-dioxo-8-oxa-6lambda6-thia-2,5-diazaspiro[3.5]nonan-2-yl)-[6-[[3-fluoro-5-(trifluoromethyl)-2-pyridyl]methyl]-2-azaspiro[3.3]heptan-2-yl]methanone